1-benzyl-N-ethyl-3,5-dimethyl-piperidin-4-amine C(C1=CC=CC=C1)N1CC(C(C(C1)C)NCC)C